CC/C=C\\CC(/C=C/C=C\\C/C=C\\C=C\\C(CCCCCC(=O)O)OO)OO The molecule is a docosanoid that is (8E,10Z,13Z,15E,19Z)-docosapentaenooic acid carrying two hydroperoxy substituents at positions 7 and 17. An intermediate of specialised proresolving mediators. It has a role as a human xenobiotic metabolite. It is a docosanoid, a hydroperoxy fatty acid, a lipid hydroperoxide and a long-chain fatty acid. It derives from a (7Z,10Z,13Z,16Z,19Z)-docosapentaenoic acid. It is a conjugate acid of an (8E,10Z,13Z,15E,19Z)-7,17-bis(hydroperoxy)docosapentaenoate.